(S)-3-(1-hydroxy-prop-2-yl)-8-(1-methyl-1H-pyrazol-4-yl)-6-(2-(trifluoromethyl)thiazol-5-yl)pyrido[3,4-d]pyrimidin-4(3H)-one OC[C@H](C)N1C=NC2=C(C1=O)C=C(N=C2C=2C=NN(C2)C)C2=CN=C(S2)C(F)(F)F